N-(3-(2-(2-chloropyrimidin-4-yl)acetyl)-2-fluorophenyl)acetamide ClC1=NC=CC(=N1)CC(=O)C=1C(=C(C=CC1)NC(C)=O)F